CNC(N)=N 3-methylguanidine